diphenyl-(p-phenylsulfanylphenyl)sulfoxonium C1(=CC=CC=C1)[S+](=O)(C1=CC=C(C=C1)SC1=CC=CC=C1)C1=CC=CC=C1